OC(C=CC=O)CC 4-hydroxy-2-hexenal